COC1=CC(=C(C=C1)N(S(=O)(=O)C)C)C N-(4-methoxy-2-methylphenyl)-N-methylmethanesulfonamide